C(#N)C1=CC(=C(COC2=CC=CC(=N2)C2=CC(=C(CC3=NC4=C(N3[C@H]3COC[C@H]3C(NC)=O)C=C(C=C4)C(=O)O)C=C2F)F)C=C1)F 2-(4-(6-((4-cyano-2-fluorobenzyl)oxy)pyridin-2-yl)-2,5-difluorobenzyl)-1-((3R,4S)-4-(methylcarbamoyl)tetrahydrofuran-3-yl)-1H-benzo[d]imidazole-6-carboxylic acid